(3-(2-(hydroxymethyl)-4-(2-isopropylphenoxy)phenyl)pyrrolidin-1-yl)(pyridin-2-yl)methanone OCC1=C(C=CC(=C1)OC1=C(C=CC=C1)C(C)C)C1CN(CC1)C(=O)C1=NC=CC=C1